C(#C)C=1SC=C(N1)NC(=O)NCC1=CC=C(C=C1)C1=CC(=CC=C1)N1C[C@H](CC1)O (S)-1-(2-ethynylthiazol-4-yl)-3-((3'-(3-hydroxypyrrolidin-1-yl)-[1,1'-biphenyl]-4-yl)-methyl)urea